(1S,3R)-2-(2-Fluoro-2-methylpropyl)-3-methyl-1-(5-((1-(3,3,3-trifluoropropyl)azetidin-3-yl)methyl)thiophen-2-yl)-2,3,4,9-tetrahydro-1H-pyrido[3,4-b]indole FC(CN1[C@@H](C=2NC3=CC=CC=C3C2C[C@H]1C)C=1SC(=CC1)CC1CN(C1)CCC(F)(F)F)(C)C